diethyl ((5-carbamoyl-3-cyclopropyl-7-(3-(methylsulfonyl)propoxy)benzo[b]thiophen-2-yl)difluoromethyl)phosphonate C(N)(=O)C1=CC2=C(SC(=C2C2CC2)C(F)(F)P(OCC)(OCC)=O)C(=C1)OCCCS(=O)(=O)C